O[C@@H](CC)CN1C(=NC2=C1C=C(C=C2)C(=O)OC)CC2=CC=C(C=C2)B2OC(C(O2)(C)C)(C)C methyl (S)-1-(oxabutan-2-ylmethyl)-2-(4-(4,4,5,5-tetramethyl-1,3,2-dioxaborolan-2-yl)benzyl)-1H-benzo[d]imidazole-6-carboxylate